(Diphenylphosphino)ferrocene C1(=CC=CC=C1)P(C1=CC=CC=C1)[C-]1C=CC=C1.[CH-]1C=CC=C1.[Fe+2]